C(C)(=O)C1=CN=C(S1)C=1C(=C2C(=NC1)NC=C2)NC2CC(C2)NS(=O)(=O)C2=NC=CC(=C2)C#N N-((1s,3s)-3-((5-(5-acetylthiazol-2-yl)-1H-pyrrolo[2,3-b]pyridin-4-yl)amino)cyclobutyl)-4-cyanopyridine-2-sulfonamide